ClC1=C(C=2N=C(N=C3C2C(=N1)OC[C@H]1N3C[C@@H](CC1)C#N)SC)F (8as,11r)-5-chloro-4-fluoro-2-(methylsulfanyl)-8,8a,9,10,11,12-hexahydro-7-oxa-1,3,6,12a-tetraazabenzo[4,5]cyclohepta[1,2,3-de]naphthalene-11-carbonitrile